NC1=CC=C(OC=2C=C(C#N)C=C(C2)OC2=CC=C(C=C2)N)C=C1 3,5-bis(4-aminophenoxy)benzonitrile